1-cyano-2-(trifluoromethyl)cyclopropanecarboxylic acid C(#N)C1(C(C1)C(F)(F)F)C(=O)O